NC1=NC=2C=NC(=CC2C2=C1COC2)C(=O)N2[C@@H](COC[C@@H]2C2=CC=C(C=C2)C(F)(F)F)C (4-amino-1,3-dihydrofuro[3,4-c][1,7]naphthyridin-8-yl)((3R,5S)-3-methyl-5-(4-(trifluoromethyl)phenyl)-4-morpholinyl)methanone